(S)-3-(3-fluoro-4-(6-(2-ethyl-2H-tetrazol-5-yl)pyridin-3-yl)phenyl)-5-(1-hydroxy-2,2-difluoroethyl)oxazolidin-2-one FC=1C=C(C=CC1C=1C=NC(=CC1)C=1N=NN(N1)CC)N1C(O[C@@H](C1)C(C(F)F)O)=O